4,5,6,7-tetrahydro-5-methylthiazolo[5,4-c]pyridine-2-carboxamide hydrochloride Cl.CN1CC2=C(CC1)N=C(S2)C(=O)N